[Na+].C1(=CC(=CC2=CC(=CC=C12)S(=O)(=O)[O-])S(=O)(=O)[O-])S(=O)(=O)[O-].[Na+].[Na+] 1,3,6-naphthalenetrisulfonic acid sodium salt